OCCN(CCCCCCCCCC(=O)OCCCCCCCCCCN(CCCCCCCC\C=C/C\C=C/CCCCC)CCO)CCCCCCCC\C=C/C\C=C/CCCCC 10-((2-Hydroxyethyl)((9Z,12Z)-octadeca-9,12-dien-1-yl)amino)decyl 10-((2-hydroxyethyl)((9Z,12Z)-octadeca-9,12-dien-1-yl)amino)decanoate